(4-(1-((6-fluoro-2-methyl-2H-indazol-5-yl)methyl)-1H-[1,2,3]triazolo[4,5-b]pyrazin-6-yl)phenyl)dimethylphosphine FC=1C(=CC2=CN(N=C2C1)C)CN1N=NC=2C1=NC(=CN2)C2=CC=C(C=C2)P(C)C